OC1CC2(CCNC=3N2N=C(C3C(=O)N)C3=CC=C2C=CC(=NC2=C3)C3=CC=CC=C3)C1 3-Hydroxy-2'-(2-phenylquinolin-7-yl)-5',6'-dihydro-4'H-spiro[cyclobutane-1,7'-pyrazolo[1,5-a]pyrimidine]-3'-carboxamide